N-decyl-N-(8-((8-(didecylamino)-8-oxooctyl)((1r,4r)-4-hydroxycyclohexyl)amino)octyl)decanamide C(CCCCCCCCC)N(C(CCCCCCCCC)=O)CCCCCCCCN(C1CCC(CC1)O)CCCCCCCC(=O)N(CCCCCCCCCC)CCCCCCCCCC